BrC=1C=NC(=NC1)C1(CC(C1)=O)O 3-(5-bromopyrimidin-2-yl)-3-hydroxycyclobutan-1-one